ClC=1C=C2CCC[C@@]3(C2=CC1)COC1=C(N(C3)CC3CCC3)C=C(C=C1)[C@@H](C(=O)OC)CC(=O)NC METHYL (2S)-2-((3S)-6'-CHLORO-5-(CYCLOBUTYLMETHYL)-3',4,4',5-TETRAHYDRO-2'H-SPIRO[1,5-BENZOXAZEPINE-3,1'-NAPHTHALEN]-7-YL)-4-(METHYLAMINO)-4-OXOBUTANOATE